CN(C)CCCN=C=N 3-(dimethylaminopropyl)-carbodiimide